SCCC[Si](ON(CC)CC)(ON(CC)CC)ON(CC)CC 3-mercaptopropyl-tri(N,N-diethyl-aminoxy)silane